cyclopentadienyl-iron (II) hexafluoroantimonate F[Sb-](F)(F)(F)(F)F.C1(C=CC=C1)[Fe+]